FC1=CC(=C(C=C1[N+](=O)[O-])NC1=NC=NC(=C1)N1OCC[C@@H]1C1=CC=CC=C1)OC (R)-N-(4-fluoro-2-methoxy-5-nitrophenyl)-6-(3-phenylisoxazolidine-2-yl)pyrimidine-4-amine